6-methoxy-hexahydro-4,7-methanoindan COC1CC2C3CCCC3C1C2